(1S)-2-[2-[[(1R,3S)-3-([1,2,4]triazolo[4,3-a]pyridin-3-yl)cyclohexyl]amino]-5-(trifluoromethyl)pyrimidin-4-yl]oxycyclopentanol N=1N=C(N2C1C=CC=C2)[C@@H]2C[C@@H](CCC2)NC2=NC=C(C(=N2)OC2[C@H](CCC2)O)C(F)(F)F